FC1(CN(C[C@@H](C1)N1C(CCC1)=O)C(=O)OC=1C=NC(=CC1)OC)F 6-methoxypyridin-3-yl (5R)-3,3-difluoro-5-(2-oxopyrrolidin-1-yl)piperidine-1-carboxylate